BrC=1C(=CC=2C3=C(C(=NC2C1F)N1CC(C1)N(C)C)N=CN3[C@@H]3C[C@@H](N(C3)C(=O)OC(C)(C)C)CC#N)Cl tert-butyl (2R,4R)-4-(7-bromo-8-chloro-4-(3-(dimethylamino)azetidin-1-yl)-6-fluoro-1H-imidazo[4,5-c]quinolin-1-yl)-2-(cyanomethyl)pyrrolidine-1-carboxylate